C(#N)N1CC(CCC1)(C(=O)NC1=NOC(=C1)C1=CC(=CC=C1)C#N)F 1-cyano-N-(5-(3-cyanophenyl)isoxazol-3-yl)-3-fluoropiperidine-3-carboxamide